BrC1=NC(=CC(=C1)C1C(N(CCN1)C(=O)OC(C)(C)C)C)Cl tert-butyl 3-(2-bromo-6-chloropyridin-4-yl)-2-methylpiperazine-1-carboxylate